CC1=CC=C(N=N1)O 6-methyl-3-hydroxypyridazine